benzyl (2-(1-(4-aminophenyl)azetidin-3-yl)-1,2,3,4-tetrahydroisoquinolin-6-yl)carbamate NC1=CC=C(C=C1)N1CC(C1)N1CC2=CC=C(C=C2CC1)NC(OCC1=CC=CC=C1)=O